1-dodecanoyl-2-(5Z,8Z,11Z,14Z,17Z-eicosapentaenoyl)-glycero-3-phosphocholine CCCCCCCCCCCC(=O)OC[C@H](COP(=O)([O-])OCC[N+](C)(C)C)OC(=O)CCC/C=C\C/C=C\C/C=C\C/C=C\C/C=C\CC